4-chloro-2-(4-fluoro-2-methylphenoxy)-N-(2-oxo-1,2-dihydropyridin-4-yl)benzamide ClC1=CC(=C(C(=O)NC2=CC(NC=C2)=O)C=C1)OC1=C(C=C(C=C1)F)C